(Rac)-tert-butyl (4aS,9bS)-7-(difluoromethoxy)-8-fluoro-3,4,4a,9b-tetrahydrobenzofuro[3,2-b]pyridine-1(2H)-carboxylate FC(OC1=CC2=C(C=C1F)[C@@H]1N(CCC[C@@H]1O2)C(=O)OC(C)(C)C)F |r|